2-(6-amino-5-(4-(hydroxymethyl)phenethoxy)pyridazin-3-yl)phenol NC1=C(C=C(N=N1)C1=C(C=CC=C1)O)OCCC1=CC=C(C=C1)CO